BrC1=C(C=CC(=C1)OC(F)(F)F)NC1=C(C(=O)O)C=C(C=N1)C(F)(F)F 2-((2-Bromo-4-(trifluoromethoxy)phenyl)amino)-5-(trifluoromethyl)nicotinic acid